C(C)OC=1C=C(C=2N(C1)N=C1C2C=NN1)C1CCC(CC1)(C(=O)OC)OC methyl 4-(6-ethoxy-1H-pyrazolo[3',4':3,4]pyrazolo[1,5-a]pyridin-4-yl)-1-methoxycyclohexane-1-carboxylate